CC1=C(OC(C(=O)OC(C)(C)C)(C)C)C(=CC(=C1)\C=C\C(=O)C1=C(C2=C(S1)C=C(C=C2)SC)C)C tert-butyl (E)-2-(2,6-dimethyl-4-(3-(3-methyl-6-(methylthio)benzo[b]thiophen-2-yl)-3-oxoprop-1-en-1-yl)phenoxy)-2-methylpropanoate